N-[6-[[8-chloro-3-(3-chlorophenyl)-3-methyl-1,5-dioxo-2H-imidazo[1,5-a]pyridin-6-yl]amino]pyrimidin-4-yl]cyclopropanecarboxamide ClC1=C2N(C(C(=C1)NC1=CC(=NC=N1)NC(=O)C1CC1)=O)C(NC2=O)(C)C2=CC(=CC=C2)Cl